2-(2'-hydroxy-5'-methacrylamidophenyl)-5-methoxybenzotriazol OC1=C(C=C(C=C1)NC(C(=C)C)=O)N1N=C2C(=N1)C=CC(=C2)OC